L-4-hydroxy-phenylglycine OC1=CC=C([C@H](N)C(=O)O)C=C1